tertbutylphosphonium C(C)(C)(C)[PH3+]